CC=1C=C(CC=2C=C(SC2)C(=O)C=2C=NC=NC2)C=CC1 5-{[4-(3-methylbenzyl)-2-thienyl]carbonyl}pyrimidin